2-((4-((4-(5-fluoro-1-methyl-1H-indol-3-yl)pyrimidin-2-yl)amino)-5-methoxy-2-(pyrimidin-4-ylamino)phenyl)amino)ethan-1-ol FC=1C=C2C(=CN(C2=CC1)C)C1=NC(=NC=C1)NC1=CC(=C(C=C1OC)NCCO)NC1=NC=NC=C1